OC1(CCN(CC1)C(=O)OCC1=CC=CC=C1)C1C(N(CC1)CC1=CC=C(C=C1)OC)=O benzyl 4-hydroxy-4-(1-(4-methoxybenzyl)-2-oxopyrrolidin-3-yl)piperidine-1-carboxylate